trans-N1-(5-(imidazo[1,2-b]pyridazin-6-yl)pyrrolo[2,1-f][1,2,4]triazin-2-yl)cyclobutane-1,3-diamine N=1C=CN2N=C(C=CC21)C=2C=CN1N=C(N=CC12)N[C@@H]1C[C@H](C1)N